N1CCOCC1([2H])[2H] morpholin-5,5-d2